6-(trifluoromethoxy)tetralin-1-one FC(OC=1C=C2CCCC(C2=CC1)=O)(F)F